C[N+](C)(C)CCC N,N,N-trimethyl-propyl-ammonium